N[C@H]1[C@@H]2N(C[C@H]1CC2)C(=O)C2=CC1=C(N(C(=N1)C=1N(C3=CC=CC=C3C1)C)CC1CN(C1)C1=NC(=NC=C1)C#N)C(=C2)OC 4-[3-({5-[(1R,4R,7R)-7-amino-2-azabicyclo[2.2.1]heptane-2-carbonyl]-7-methoxy-2-(1-methyl-1H-indol-2-yl)-1H-1,3-benzodiazol-1-yl}methyl)azetidin-1-yl]pyrimidine-2-carbonitrile